methyl 3-(tert-butoxycarbonylamino)-3-(5-(2,2-dimethylmorpholino)pyridin-3-yl)propanoate C(C)(C)(C)OC(=O)NC(CC(=O)OC)C=1C=NC=C(C1)N1CC(OCC1)(C)C